[Si](C1=CC=CC=C1)(C1=CC=CC=C1)(C(C)(C)C)OC(C(=O)OCC)CC1=C(N=NC(=C1C)Cl)Cl ethyl 2-[tert-butyl(diphenyl)silyl]oxy-3-(3,6-dichloro-5-methyl-pyridazin-4-yl)propanoate